C(C)(C)(C)OC(=O)NCC(C)(C)N1C(C(=CC=C1)C(=O)OC)=O methyl 1-(1-{[(tert-butoxy)carbonyl]amino}-2-methylpropan-2-yl)-2-oxo-1,2-dihydropyridine-3-carboxylate